N[C@H](C(=O)NC1=C(C2=C(OCC(CC2)OCC2=CC=CC=C2)S1)C(C1=C(C=CC=C1F)F)=O)C (2S)-2-amino-N-[3-benzyloxy-6-(2,6-difluorobenzoyl)-2,3,4,5-tetrahydrothieno[2,3-b]oxepin-7-yl]propionamide